2-(methacryloyloxy)ethylsulfonic acid sodium salt [Na+].C(C(=C)C)(=O)OCCS(=O)(=O)[O-]